FC(C1=CC=C(C=N1)CC1CC2(CN(C2)C(=O)N2CC3(C2)NC(COC3)=O)C1)(F)F 2-[6-[[6-(trifluoromethyl)-3-pyridyl]methyl]-2-azaspiro[3.3]heptane-2-carbonyl]-8-oxa-2,5-diazaspiro[3.5]nonan-6-one